C(CCCCCCCCCCC\C=C/CCCCCCCC)O (Z)-docosa-13-en-1-yl alcohol